COC(=O)N[C@H](C(=O)N1CC2(C[C@H]1C(=O)OC)CCCCC2)C(C)(C)C methyl (S)-2-((S)-2-((methoxycarbonyl)amino)-3,3-dimethylbutanoyl)-2-azaspiro[4.5]decane-3-carboxylate